(1E)-1-methyl-3-phenylpropylene C\C=C\CC1=CC=CC=C1